(2S,6R)-4-(tert-butoxycarbonyl)-6-methoxy-1,4-oxazocane-2-carboxylic acid C(C)(C)(C)OC(=O)N1C[C@H](OCC[C@H](C1)OC)C(=O)O